C(C)NC1CCN(CC1)C=1C2=CN(N=C2C(=C(C1)F)C(=O)NC=1C(=NC=2N(C1)C=CN2)OC)C 4-[4-(ethylamino)-1-piperidyl]-6-fluoro-N-(7-methoxyimidazo[1,2-a]pyrimidin-6-yl)-2-methyl-indazole-7-carboxamide